C12CN(CC(CC1)N2)C=2OC1=C(N2)C(=CC=C1C=1SC=CN1)C(C)=O 1-(2-(3,8-diazabicyclo[3.2.1]octan-3-yl)-7-(thiazol-2-yl)benzo[d]oxazol-4-yl)ethan-1-one